2-(5-chloro-2-hydroxybenzyl)-6-(2-(2,2,2-trifluoroethoxy)pyrimidin-5-yl)pyridazin-3(2H)-one ClC=1C=CC(=C(CN2N=C(C=CC2=O)C=2C=NC(=NC2)OCC(F)(F)F)C1)O